CNC(C(=O)O)=O 2-(Methylamino)-2-oxoacetic acid